(R)-4-Cyano-N-(6-(3-methoxy-phenyl)pyrimidin-4-yl)morpholine-2-carboxamide C(#N)N1C[C@@H](OCC1)C(=O)NC1=NC=NC(=C1)C1=CC(=CC=C1)OC